O=C(CC[C@H]1NC(OC1)=O)N1CC(C1)C1=CC=C(C=C1)OC1=NC=CC(=N1)C(F)(F)F (4R)-4-[3-Oxo-3-[3-[4-[4-(trifluoromethyl)pyrimidin-2-yl]oxyphenyl]azetidin-1-yl]propyl]oxazolidin-2-one